2-(1-(4-amino-3-(3-fluoro-4-hydroxyphenyl)-1H-pyrazolo[3,4-d]pyrimidin-1-yl)ethyl)-3-(3-fluorophenyl)-4H-chromen-4-one NC1=C2C(=NC=N1)N(N=C2C2=CC(=C(C=C2)O)F)C(C)C=2OC1=CC=CC=C1C(C2C2=CC(=CC=C2)F)=O